N-{[(4R)-4-cyclopropyl-2,5-dioxoimidazolidin-4-yl]methyl}-4'-(2,2-difluorocyclopropyl)-5-methyl[1,1'-biphenyl]-2-carboxamide C1(CC1)[C@@]1(NC(NC1=O)=O)CNC(=O)C=1C(=CC(=CC1)C)C1=CC=C(C=C1)C1C(C1)(F)F